C[C@@H]1COCC(N1C=1N=C(C2=C(N1)N=CC=C2)NCC=2C(=NC=CC2)C(F)(F)F)C 2-((3R)-3,5-dimethylmorpholino)-N-((2-(trifluoromethyl)pyridin-3-yl)methyl)pyrido[2,3-d]pyrimidin-4-amine